racemic-(3R,4R)-4-benzyloxycarbonylamino-piperidine-1,3-dicarboxylic acid 1-tert-butyl ester C(C)(C)(C)OC(=O)N1C[C@H]([C@@H](CC1)NC(=O)OCC1=CC=CC=C1)C(=O)O |r|